tert-butyl-4-(6,7-dimethoxyquinazolin-4-yl)-2,3,6,7-tetrahydro-1H-azepin-1-carboxylic acid C(C)(C)(C)C1N(CCC=C(C1)C1=NC=NC2=CC(=C(C=C12)OC)OC)C(=O)O